F[C@H]1[C@]2(CC[C@@](C[C@@H]1C(=C)C=1N=CC(=NC1)C=1C=C3C=CN=CC3=CC1O)(N2)C)C 6-(5-(1-((1r,2r,3r,5s)-2-fluoro-1,5-dimethyl-8-azabicyclo[3.2.1]oct-3-yl)vinyl)pyrazin-2-yl)isoquinolin-7-ol